2-chloro-N-(4-(1-(2-fluoroethyl)-4-(trifluoromethyl)-1H-imidazol-2-yl)benzyl)-5-methoxypyrimidin-4-amine ClC1=NC=C(C(=N1)NCC1=CC=C(C=C1)C=1N(C=C(N1)C(F)(F)F)CCF)OC